1-(1,1-difluoroallyl)-4-fluorobenzene FC(C=C)(F)C1=CC=C(C=C1)F